(6S,7S)-6-((2,5-difluoro-[1,1'-biphenyl]-3-yl)methyl)-N,N-dimethyl-7-(methylsulfonamido)-5-azaspiro[2.4]heptane-5-carboxamide FC1=C(C=C(C=C1C[C@@H]1N(CC2(CC2)[C@@H]1NS(=O)(=O)C)C(=O)N(C)C)F)C1=CC=CC=C1